3-[6-methyl-5-(pyrrolidin-3-ylamino)pyridin-2-yl]-1H-indole-7-carbonitrile 2,2,2-trifluoroacetate FC(C(=O)O)(F)F.CC1=C(C=CC(=N1)C1=CNC2=C(C=CC=C12)C#N)NC1CNCC1